ClC=1C=C(NC1)C1=NOC(=N1)C1CCC2CNC3=C(C(N2C1)=O)C=CC=C3 9-[3-(4-chloro-1H-pyrrol-2-yl)-1,2,4-oxadiazol-5-yl]-12-oxo-5,6,6a,7,8,9,10,12-octahydropyrido[2,1-c][1,4]benzodiazepine